F[C@@H]1CN(C[C@@H]1F)C(=O)[C@@H]1CC=CC=2N1C(N(N2)CC=2C=NC(=CC2)C(F)(F)F)=O (5S)-5-{[(3R,4S)-3,4-Difluoropyrrolidin-1-yl]carbonyl}-2-{[6-(trifluoromethyl)pyridin-3-yl]methyl}-5,6-dihydro[1,2,4]triazolo[4,3-a]pyridin-3(2H)-one